di-t-butyl-[(dimethylsiloxy)dimethyl-siloxy]silane C(C)(C)(C)[SiH](O[Si](C)(C)O[SiH](C)C)C(C)(C)C